trans-tert-butyl (1r,4r)-4-(4-(3-(2,4-dioxotetrahydropyrimidin-1(2H)-yl)-5-fluoro-1-methyl-1H-indazol-6-yl)piperidin-1-yl)cyclohexane-1-carboxylate O=C1N(CCC(N1)=O)C1=NN(C2=CC(=C(C=C12)F)C1CCN(CC1)[C@@H]1CC[C@H](CC1)C(=O)OC(C)(C)C)C